[Cu].[Ba].[Y] yttrium-barium-copper